C(C)(C)(C)OC(=O)C1=C(C=NN1C)C1=NC=C(C=N1)O 4-(5-hydroxypyrimidin-2-yl)-1-methyl-1H-pyrazole-5-carboxylic acid tert-butyl ester